O=C1C[C@H]([C@@H](N1)C1=CC(=CC(=C1)F)F)NC(OCC1=CC=CC=C1)=O trans-benzyl (5-oxo-2-(3,5-difluorophenyl)pyrrolidin-3-yl)carbamate